NC1=C2N=CN(C2=NC(=N1)Cl)[C@H]1[C@H]([C@@H]([C@H](O1)COP(=O)(O)CP(O)(O)=O)O)F [({[(2R,3R,4S,5R)-5-(6-amino-2-chloro-9H-purin-9-yl)-4-fluoro-3-hydroxyoxolan-2-yl]methoxy}(hydroxy)phosphoryl)methyl]phosphonic acid